Cl\C=C(\C#N)/C(Cl)Cl (Z)-3-chloro-2-(dichloromethyl)acrylonitrile